C1(CC1)N1C[C@H]([C@H](CC1)N)F cis-1-cyclopropyl-3-fluoropiperidin-4-amine